Cl.N1[C@@H](COCC1)COC(NC=1C(=C2C(=NC=NN2C1)NC=1C=C2C=NN(C2=CC1)CC1=CC(=CC=C1)F)C)=O N-[4-[1-(3-fluorobenzyl)-1H-indazol-5-ylamino]-5-methylpyrrolo[2,1-f][1,2,4]triazin-6-yl]carbamic acid morpholin-3(S)-ylmethyl ester hydrochloride